C(C)N1C(C2=C3C(C(=CC=C13)S(=O)(=O)NCC1N(CCC1)CC)=CC=C2)=O ethyl-N-((1-ethylpyrrolidin-2-yl)methyl)-2-oxo-1,2-dihydrobenzo[cd]indole-6-sulfonamide